1-(Acetoxymethyl)-2-oxabicyclo[2.2.2]octane-4-carboxylic acid ethyl ester C(C)OC(=O)C12COC(CC1)(CC2)COC(C)=O